NC1=C(C(=NN1[C@H](C(F)(F)F)C)C1=CC=C(C=C1)CNC(C1=C(C=CC(=C1)F)OC)=O)C#N N-[[4-[5-Amino-4-cyano-1-[(1S)-2,2,2-trifluoro-1-methyl-ethyl]pyrazol-3-yl]phenyl]methyl]-5-fluoro-2-methoxybenzamide